6-benzyl-N-(4-(4-(dimethylamino)-1-piperidinyl)-2-methoxyphenyl)-2-amino-5H-pyrrolo[3,2-d]pyrimidine C(C1=CC=CC=C1)C1=CC=2N(C(N=CC2N1)N)C1=C(C=C(C=C1)N1CCC(CC1)N(C)C)OC